The molecule is a myo-inositol monophosphate derivative consisting of 1-O-(6-thiohexylphosphono)-D-myo-inositol having an alpha-D-mannosyl-(1->2)-alpha-D-mannosyl-(1->6)-alpha-D-mannosyl-(1->4)-alpha-D-glucosaminyl residue at the 6-position. It is a glycoside, a tetrasaccharide derivative and a myo-inositol monophosphate derivative. It derives from a myo-inositol. C(CCCS)CCOP(=O)(O)O[C@@H]1[C@@H]([C@@H]([C@H]([C@@H]([C@H]1O[C@@H]2[C@@H]([C@H]([C@@H]([C@H](O2)CO)O[C@@H]3[C@H]([C@H]([C@@H]([C@H](O3)CO[C@@H]4[C@H]([C@H]([C@@H]([C@H](O4)CO)O)O)O[C@@H]5[C@H]([C@H]([C@@H]([C@H](O5)CO)O)O)O)O)O)O)O)N)O)O)O)O